5-({5-[3-(3-Aminopropoxy)-5-methoxypyridin-4-yl]-1H-pyrazole-3-yl}amino)pyrazine-2-carbonitrile NCCCOC=1C=NC=C(C1C1=CC(=NN1)NC=1N=CC(=NC1)C#N)OC